t-Butyl N-[2-[4-(4-amino-5-iodo-1-methyl-6-oxo-pyrimidin-2-yl)-piperazin-1-yl]ethyl]carbamate NC=1N=C(N(C(C1I)=O)C)N1CCN(CC1)CCNC(OC(C)(C)C)=O